1-(4-(((4-bromophenyl)sulfonyl)methyl)-4-methylpiperidin-1-yl)ethan-1-one BrC1=CC=C(C=C1)S(=O)(=O)CC1(CCN(CC1)C(C)=O)C